lithium (8-hydroxyquinoline) OC=1C=CC=C2C=CC=NC12.[Li]